C([C@@H](C(=O)[O-])N=C(N)N)C(=O)[O-] The molecule is a dicarboxylic acid dianion obtained by deprotonation of both carboxy groups of N-amidino-L-aspartic acid. It is a dicarboxylic acid dianion and a member of guanidines. It derives from a L-aspartate(2-). It is a conjugate base of a N-amidino-L-aspartic acid.